FC([C@H](C1CCOCC1)N1N=CC=2C1=NC(=CN2)NC2=NNC(=C2)OC(F)F)F (S)-1-(2,2-difluoro-1-(tetrahydro-2H-pyran-4-yl)ethyl)-N-(5-(difluoromethoxy)-1H-pyrazole-3-yl)-1H-pyrazolo[3,4-b]Pyrazin-6-amine